FC=1C=C(C=CC1[N+](=O)[O-])S(=O)(=O)N(C)CC1=CC=C(C=C1)OC 3-Fluoro-N-[(4-methoxyphenyl)methyl]-N-methyl-4-nitro-benzenesulfonamide